N-(cis-3-(hydroxymethyl)cyclohexyl)-8-(2-(2,2,2-trifluoroethoxy)phenyl)imidazo[1,2-a]pyridine-2-carboxamide OC[C@H]1C[C@H](CCC1)NC(=O)C=1N=C2N(C=CC=C2C2=C(C=CC=C2)OCC(F)(F)F)C1